COC1=C(C=C(C=C1)C1=NC=CC(=N1)C=1CB(OC1)O)OCCC 4-(2-(4-methoxy-3-propoxyphenyl)pyrimidin-4-yl)-1,2-oxaborol-2-ol